N-((R)-1-(5-cyano-2-fluorophenyl)-2,2-difluoroethyl)-2-methylpropane-2-sulfinamide C(#N)C=1C=CC(=C(C1)[C@H](C(F)F)NS(=O)C(C)(C)C)F